N1CNC=2C=NC=C(C21)C(=O)N dihydro-1H-imidazo[4,5-c]pyridine-7-carboxamide